7-((1R,3r,5S,6r)-6-(1-isopropyl-3-(2-(trifluoromethyl)pyrimidin-4-yl)-1H-pyrazol-5-yl)bicyclo[3.1.0]hexan-3-yl)-2-thia-7-azaspiro[3.5]nonane 2,2-dioxide C(C)(C)N1N=C(C=C1C1[C@H]2CC(C[C@@H]12)N1CCC2(CS(C2)(=O)=O)CC1)C1=NC(=NC=C1)C(F)(F)F